dimethyl-3,3'-bipyridine CC1=C(C(=NC=C1)C)C=1C=NC=CC1